diethyl (4-(bromomethyl)benzyl)phosphonate BrCC1=CC=C(CP(OCC)(OCC)=O)C=C1